3,4-dihydroxyphenyl-acetyl chloride OC=1C=C(C=CC1O)CC(=O)Cl